trans-2-ethynylcyclopropane-1-carboxylic acid methyl ester COC(=O)[C@H]1[C@@H](C1)C#C